CSC=1N=CC2=C(N1)C(NC=C2)=O (methylthio)pyrido[3,4-d]pyrimidin-8(7H)-one